FC(C(=O)O)(F)F.ClC=1C=C(C=C(C1)Cl)C1(CC(=NO1)C1=CC(=C(C(=O)NC2CNOC2)C=C1)C)C(F)(F)F 4-[5-(3,5-Dichloro-phenyl)-5-trifluoromethyl-4,5-dihydro-isoxazol-3-yl]-N-isoxazolidin-4-yl-2-methyl-benzamide Trifluoroacetic Acid Salt